CC1(C2=CC=CC=C2C=2C=CC(=CC12)N(C1=CC=2C(C3=CC=CC=C3C2C=C1)(C)C)C1=CC=C(C=C1)C=1C=C(C=CC1C1=CC=C(C=C1)C1=CC=CC2=CC=CC=C12)C1=CC=CC=C1)C N-(9,9-dimethyl-9H-fluoren-2-yl)-9,9-dimethyl-N-(4-{4-[4-(naphthalen-1-yl)phenyl]-[1,1'-biphenyl]-3-yl}phenyl)-9H-fluoren-2-amine